C(CCCCCCC\C=C/CCCCCCCC)NC=1C(C2=CC=CC=C2C(C1)=O)=O 2-oleylamino-1,4-naphthoquinone